C(#C)C=1SC=C(N1)C(=O)NCCC1=CC=C(C=C1)C1=C(C=CC=C1)S(NC)(=O)=O 2-ethynyl-N-(2-(2'-(N-methylsulfamoyl)-[1,1'-biphenyl]-4-yl)ethyl)thiazole-4-carboxamide